C(C)OC(=O)C1(CCN(CC1)C1=NC=C(C=C1)C=1C=2N(C=C(C1)OCC(C)(C)O)N=CC2C#N)NC(=O)OC(C)(C)C 4-((tert-Butoxycarbonyl)amino)-1-(5-(3-cyano-6-(2-hydroxy-2-methylpropyloxy)pyrazolo[1,5-a]pyridin-4-yl)pyridin-2-yl)piperidine-4-carboxylic acid ethyl ester